((S)-aziridin-2-yl)((8aS)-6-chloro-5-(2-fluoro-6-hydroxyphenyl)-8a,9,11,12-tetrahydropyrazino[2',1':3,4][1,4]oxazepino[5,6,7-de]quinazolin-10(8H)-yl)methanone N1[C@@H](C1)C(=O)N1C[C@H]2COC=3C4=C(N=CN=C4C=C(C3Cl)C3=C(C=CC=C3O)F)N2CC1